(1S,3S,4S)-p-methylphenyl-2,4-diphenyl-3-p-chlorophenyl-2H-1,2,5-thiadiazole-4-carboxylic acid methyl ester 1-oxide COC(=O)[C@@]1([C@@H](N([S@](N1)=O)C1=CC=C(C=C1)C)C1=C(C=C(C=C1)Cl)C1=CC=CC=C1)C1=CC=CC=C1